O=C1NC(CCC1N1C(C2=CC=C(C=C2C1)C1CCN(CC1)CC(=O)O)=O)=O 2-(4-(2-(2,6-dioxopiperidin-3-yl)-1-oxoisoindolin-5-yl)piperidin-1-yl)acetic acid